C(C)(=O)C1=NN(C(=C1C)C(=O)OCC)CC1CC(C1)(F)F ethyl 3-acetyl-1-[(3,3-difluorocyclobutyl)methyl]-4-methyl-1H-pyrazole-5-carboxylate